2-chloro-4,6-bis(dibutylamino)s-triazine tert-butyl-3,6-diazabicyclo[3.1.0]hexane-6-carboxylate C(C)(C)(C)OC(=O)N1C2CNCC12.ClC1=NC(=NC(=N1)N(CCCC)CCCC)N(CCCC)CCCC